(E)-3-(((tert-butylsulfinyl)imino)methyl)-2-chloro-6-(3,5-dimethylpiperidin-1-yl)-N,N-diMethylisonicotinamide C(C)(C)(C)S(=O)\N=C\C1=C(C(=O)N(C)C)C=C(N=C1Cl)N1CC(CC(C1)C)C